N[C@@H]1[C@@H]2CC[C@H](C1)N2C(=O)C=2C=CC(=C(C2)C2=CC(=C(C=C2)C#N)F)C=2C=C1C(=NN(C1=CC2F)C)C(=O)O |o1:1,2,5| 5-(5-((1S,2S,4R)-rel-2-amino-7-azabicyclo[2.2.1]heptane-7-carbonyl)-4'-cyano-3'-fluoro-[1,1'-biphenyl]-2-yl)-6-fluoro-1-methyl-1H-indazole-3-carboxylic acid